2-methylsulfanyl-acetic acid methyl ester COC(CSC)=O